(2R,4R) or (2S,4R)-1-(3-chlorophenyl-ethyl)-2-methyl-4-((4-(methylsulfonyl)phenoxy)methyl)pyrrolidine ClC=1C=C(C=CC1)CCN1[C@@H](C[C@H](C1)COC1=CC=C(C=C1)S(=O)(=O)C)C |o1:10|